ClC=1C=C(C(=O)OC)C=C(C1OC)S(NC1=C(C=C(C(=C1)C=1N(C2=CC=CC=C2C1)CCCO)F)F)(=O)=O Methyl 3-chloro-5-[[2,4-difluoro-5-[1-(3-hydroxypropyl) indol-2-yl] phenyl] sulfamoyl]-4-methoxybenzoate